BrC1=C(OCCC=2CCN(CC2)C(=O)OC(C)(C)C)C=CC=C1 tert-Butyl 4-(2-(2-bromophenoxy)ethyl)-3,6-dihydropyridine-1(2H)-carboxylate